4,4-difluoro-1-oxaspiro[4.5]decan-8-one oxime FC1(CCOC12CCC(CC2)=NO)F